OCCCCCCOC(COCCOCCOCCOCCOCC1=CC=CC=C1)COCCCCCCO 16-((6-hydroxyhexyl)oxy)-1-phenyl-2,5,8,11,14,18-hexaoxatetracosan-24-ol